COC(=O)C=1C(=C(C=CC1)C1=CC=CC=C1)C methyl-[1,1'-biphenyl]-3-carboxylic acid methyl ester